(triphenyl)platinum C1(=CC=CC=C1)[Pt](C1=CC=CC=C1)C1=CC=CC=C1